COC=1C(=C2C=CNC2=C(C1)B1OC(C(O1)(C)C)(C)C)CN1N=C2C=C(C=CC2=C1)C#N 2-((5-methoxy-7-(4,4,5,5-tetramethyl-1,3,2-dioxaborolan-2-yl)-1H-indol-4-yl)methyl)-2H-indazole-6-carbonitrile